O[C@@H]1[C@H](CN(CC1)CC#N)[C@H]1N2C(C3=CC=CC=C13)=CN=C2 2-((3R,4S)-4-hydroxy-3-((R)-5H-imidazo[5,1-a]isoindol-5-yl)piperidin-1-yl)acetonitrile